[Cl-].[Cl-].C1(=CC=CC=C1)P(C1=CC=CC=C1)C1=CC=CC=C1.C1(=CC=CC=C1)P(C1=CC=CC=C1)C1=CC=CC=C1 bis(triphenylphosphin) dichlorid